FCCCCCCCCCCS(=O)(=O)OC=CCCCCCCCCCCCCCCCC octadecenyl fluorodecyl-sulfonate